ClC1=CC=C(CNC(CN2N=NN=C2[C@H](CCCCB2OC(C(O2)(C)C)(C)C)NC(C2=CC=CC=C2)(C2=CC=CC=C2)C2=CC=CC=C2)=O)C=C1 (+)-(S)-N-(4-chlorobenzyl)-2-(5-(5-(4,4,5,5-tetramethyl-1,3,2-dioxaborolan-2-yl)-1-(tritylamino)pentyl)-1H-tetrazol-1-yl)acetamide